2-(1H-1,2,4-triazole-1-yl)ethanone N1(N=CN=C1)CC=O